BrC1=CC=C(C=C1)C1=CC=CC2=CC=CC=C12 1-(4-bromophenyl)naphthalene